2-(4-(3-(4,5-Dihydropyrrolo[1,2-a]quinoxalin-4-yl)pyridin-2-yl)piperazin-1-yl)ethan-1-ol C1=CC=C2N1C1=CC=CC=C1NC2C=2C(=NC=CC2)N2CCN(CC2)CCO